hexaaminobenzene NC1=C(C(=C(C(=C1N)N)N)N)N